C(C)(C)(C)[Si](OC[C@H]1CNCC1)(C1=CC=CC=C1)C1=CC=CC=C1 tert-butyl-diphenyl-[[(3R)-pyrrolidin-3-yl]methoxy]silane